trifluoromethyl-coumarin FC(F)(F)C=1C(OC2=CC=CC=C2C1)=O